O1C(=CC=C1)CC=1N=C(C2=C(N1)NC(=C2)CCNC([2H])([2H])[2H])N [(furan-2-yl)methyl]-6-{2-[(2H3)methylamino]ethyl}-7H-pyrrolo[2,3-d]pyrimidin-4-amine